C(C)C=1C=NC(=NC1)N1CCC(CC1)CCCOC1=CC(=C(C(=C1)F)C=1OC[C@@H](N1)C)F (S)-2-(4-(3-(1-(5-ethylpyrimidin-2-yl)piperidin-4-yl)propoxy)-2,6-difluorophenyl)-4-methyl-4,5-dihydrooxazole